ClC1=[N+](C=CC=C1)CC1=CC=C(C=C1)C 2-chloro-1-(4-methylbenzyl)pyridinium